C1(=CC=CC=C1)N1C(=NC2=C(C=CC=C2C1=O)C)SC 3-phenyl-8-methyl-2-methylsulfanyl-4-oxo-3,4-dihydroquinazoline